[2-(3-iodopyrazolo[1,5-a]pyridin-6-yl)-2-methyl-propyl]4-methylbenzenesulfonate IC=1C=NN2C1C=CC(=C2)C(COS(=O)(=O)C2=CC=C(C=C2)C)(C)C